6-chloro-3-(((R)-1-(3,6-dimethyl-2-((1R,5S,6S)-6-(2-methylpyridin-3-yl)-3-azabicyclo[3.1.0]hexan-3-yl)-4-oxo-3,4-dihydroquinazolin-8-yl)ethyl)amino)-N-(methylsulfonyl)picolinamide ClC1=CC=C(C(=N1)C(=O)NS(=O)(=O)C)N[C@H](C)C=1C=C(C=C2C(N(C(=NC12)N1C[C@@H]2C([C@@H]2C1)C=1C(=NC=CC1)C)C)=O)C